N1CCNCCNCC1.[Cu] copper 1,4,7-triazacyclononane